CC(C[C@@H](CC1=CN=NN1)NC(OC(C)(C)C)=O)C tert-butyl (S)-(4-methyl-1-(1H-1,2,3-triazol-5-yl)pentan-2-yl)carbamate